(S)-N-(8-ethoxy-2-methyl-[1,2,4]triazolo[1,5-a]pyrazin-6-yl)-4-(3-methylpiperazin-1-yl)-2,3-dihydro-1H-pyrrolo[2,3-b]pyridine-1-carboxamide hydrochloride Cl.C(C)OC=1C=2N(C=C(N1)NC(=O)N1CCC=3C1=NC=CC3N3C[C@@H](NCC3)C)N=C(N2)C